3-((tetrahydro-2H-pyran-2-yl)oxy)butyric acid O1C(CCCC1)OC(CC(=O)O)C